1-(2-(7-oxa-4-azaspiro[2.5]octan-4-yl)ethyl)-4-hydroxy-2-oxo-N-(spiro[2.5]octan-6-yl)-1,2-dihydro-1,8-naphthyridine-3-carboxamide C1CC12N(CCOC2)CCN2C(C(=C(C1=CC=CN=C21)O)C(=O)NC2CCC1(CC1)CC2)=O